7-fluoro-N-(3-hydroxypropyl)-1H-indazole-3-carboxamide FC=1C=CC=C2C(=NNC12)C(=O)NCCCO